NC1=C(C(=NN1C(C)C)C1=CC=C(C=C1)CC(=O)NC1=CC(=NO1)C1=CC(=CC=C1)F)C(=O)N 5-Amino-3-(4-(2-((3-(3-fluorophenyl)isoxazol-5-yl)amino)-2-oxoethyl)phenyl)-1-isopropyl-1H-pyrazole-4-carboxamide